C1(=CC=CC=C1)CC(CC1=CC=CC=C1)(C=1OC[C@@H](N1)C1=CC=CC=C1)C=1OC[C@@H](N1)C1=CC=CC=C1 (4S,4'S)-2,2'-(1,3-diphenylpropane-2,2-diyl)bis(4-phenyl-4,5-dihydrooxazole)